2-acetylaminoethyloxy-p-phenylenediamine C(C)(=O)NCCONC1=CC=C(C=C1)N